5-amino-2-(3-(5-((R)-3-hydroxy-1-methyl-2-oxopyrrolidin-3-yl)isoxazol-3-yl)phenyl)-N-((S)-tetrahydrofurane-3-yl)pyrimidine-4-carboxamide NC=1C(=NC(=NC1)C1=CC(=CC=C1)C1=NOC(=C1)[C@]1(C(N(CC1)C)=O)O)C(=O)N[C@@H]1COCC1